[Si](C)(C)(C(C)(C)C)OC1CN(C1)C(=O)C1=C(C=C(C=N1)NC(=O)N1CC(C=2C=3N(N=CC21)C=C(N3)C)(C)C)Cl N-(6-(3-((tert-butyldimethylsilyl)oxy)azetidine-1-carbonyl)-5-chloropyridin-3-yl)-2,9,9-trimethyl-8,9-dihydro-7H-imidazo[1,2-b]pyrrolo[3,2-d]pyridazine-7-carboxamide